4-(4-(2-(5-(8-methoxy-[1,2,4]triazolo[1,5-a]pyridin-6-yl)-4-(2,2,2-trifluoroethyl)-1H-pyrazol-3-yl)-4-methylthiazol-5-yl)cyclohexyl)piperazin-2-one COC=1C=2N(C=C(C1)C1=C(C(=NN1)C=1SC(=C(N1)C)C1CCC(CC1)N1CC(NCC1)=O)CC(F)(F)F)N=CN2